ClC1=CC=C(C=C1)C=1N=C2N(C=CC=C2)C1CN1CC2CCC(C1)N2C(=O)C2CCC2 (3-{[2-(4-Chlorophenyl)imidazo[1,2-a]pyridin-3-yl]methyl}-3,8-diazabicyclo[3.2.1]oct-8-yl)-(cyclobutyl)methanon